C(=O)O.ClC1=C(C=CC(=C1)N1C[C@](CCC1)(CCC1=CC(=CC=C1)C(F)(F)F)N(C)C)S(=O)(=O)NC1=NC=NC=C1 (R)-2-Chloro-4-(3-(dimethylamino)-3-(3-(trifluoromethyl)-phenethyl)-piperidin-1-yl)-N-(pyrimidin-4-yl)benzenesulfonamide formate